OC=1C=CC=C2C=CC(=NC12)C(N1CC2(C(N(C(C(C1)(C2O)C(=O)OC)C2=NC=CC=C2)CC2=NC=CC=C2)C2=NC=CC=C2)C(=O)OC)C2=NC1=C(C=CC=C1C=C2)O dimethyl 7-(bis(8-hydroxy-quinoline-2-yl)methyl)-9-hydroxy-2,4-di(pyridine-2-yl)-3-(pyridine-2-ylmethyl)-3,7-diazabicyclo[3.3.1]nonane-1,5-dicarboxylate